4-chloro-N-(2-(2,6-dioxopiperidin-3-yl)-1-oxoisoindolin-5-yl)-2-fluorobenzamide ClC1=CC(=C(C(=O)NC=2C=C3CN(C(C3=CC2)=O)C2C(NC(CC2)=O)=O)C=C1)F